tert-butyl 4-(6-nitropyridin-3-yl)-piperazine-1-carboxylate [N+](=O)([O-])C1=CC=C(C=N1)N1CCN(CC1)C(=O)OC(C)(C)C